1-[2-[1-(cyclopropylmethyl)-3-methyl-pyrazol-4-yl]-6-[5-[(6-methylpyridazin-3-yl)amino]benzimidazol-1-yl]-3-pyridinyl]ethanone C1(CC1)CN1N=C(C(=C1)C1=NC(=CC=C1C(C)=O)N1C=NC2=C1C=CC(=C2)NC=2N=NC(=CC2)C)C